OC1COC2(C1)CN(CC2)C(=O)OC(C)(C)C tert-butyl 3-hydroxy-1-oxa-7-azaspiro[4.4]nonane-7-carboxylate